NC1=C(C(=NN1C(COC)(C)C)C1=CC=C(C=C1)CC(=O)O)C#N 2-[4-[5-Amino-4-cyano-1-(2-methoxy-1,1-dimethylethyl)pyrazol-3-yl]phenyl]acetic acid